ClC1=CC=C(C=C1)C1=CC=NC(N1[C@H](CO)C)C=1C=NN(C1)CC(C)C 6-(4-Chlorophenyl)-N-[(2S)-1-hydroxypropan-2-yl]-2-[1-(2-methylpropyl)-1H-pyrazol-4-yl]pyrimidin